BrC=1C=C(C(=NC1)C=1C=NC(=C(C1)C)C1=C(C=CC=C1)O)\C=C\C1=CC=CC=C1 (E)-5-bromo-6'-(2-hydroxyphenyl)-5'-methyl-3-styryl-2,3'-bipyridine